4-((2-((3R,4R)-3-Amino-4-fluoro-1-piperidinyl)-6-ethoxy-1H-benzimidazol-1-yl)methyl)benzonitril N[C@@H]1CN(CC[C@H]1F)C1=NC2=C(N1CC1=CC=C(C#N)C=C1)C=C(C=C2)OCC